Br[C@@H](C(=O)O)CC (R)-2-bromobutanoic acid